NC1=NNC=2C(=C1)N=CC2 aminopyrrolopyridazine